5-[3-methoxy-4-(4-methyl-piperazine-1-carbonyl)-phenyl]-1,3-dimethyl-1H-pyridin-2-one COC=1C=C(C=CC1C(=O)N1CCN(CC1)C)C=1C=C(C(N(C1)C)=O)C